FC(C(=O)O)(F)F.FC(C(=O)O)(F)F.N1C(=CC=2C1=CN=CC2)CNC([C@H](C)NC(=O)[C@@H]2NC[C@H](C2)C2=CC=CC=C2)=O (2R,4R)-N-((S)-1-(((1H-pyrrolo[2,3-c]pyridin-2-yl)methyl)amino)-1-oxoprop-2-yl)-4-phenylpyrrolidine-2-carboxamide bistrifluoroacetate